(S)-2-(2-(2-isopropylphenyl)pyridin-1-yl)-7-azaspiro[3.5]nonane C(C)(C)C1=C(C=CC=C1)[C@H]1N(C=CC=C1)C1CC2(C1)CCNCC2